3-Ethyl-8-(3-((4-(4-methylpiperazin-1-yl)piperidin-1-yl)methyl)phenyl)-N2-(tetrahydro-2H-pyran-4-yl)pyrido[3,4-b]pyrazine-2,5-diamine C(C)C1=C(N=C2C(=N1)C(=NC=C2C2=CC(=CC=C2)CN2CCC(CC2)N2CCN(CC2)C)N)NC2CCOCC2